N-[5-cyclopropyl-1-[8-(difluoromethyl)quinolin-5-yl]piperidin-3-yl]carbamic acid tert-butyl ester C(C)(C)(C)OC(NC1CN(CC(C1)C1CC1)C1=C2C=CC=NC2=C(C=C1)C(F)F)=O